FC(C(C=O)(C)C)(F)F 3,3,3-trifluoro-2,2-dimethylpropanal